ethyl 8-(1-ethoxyvinyl)-6-(trifluoromethyl)imidazo[1,2-a]pyridine-2-carboxylate C(C)OC(=C)C=1C=2N(C=C(C1)C(F)(F)F)C=C(N2)C(=O)OCC